C1(CC1)OCCN(CCC(C(=O)O)NC(N(C(C)C)C(C)C)=O)CCCCC1=NC=2NCCCC2C=C1 4-[2-(cyclopropoxy)ethyl-[4-(5,6,7,8-tetrahydro-1,8-naphthyridin-2-yl)butyl]amino]-2-(diisopropylcarbamoylamino)butanoic acid